4-(4-fluorophenyl)-2-(4-methylsulfinylphenyl)-5-(4-pyridyl)imidazole FC1=CC=C(C=C1)C=1N=C(NC1C1=CC=NC=C1)C1=CC=C(C=C1)S(=O)C